ClC=1C=CC(=C(C1)C1=CC(=CC=C1)[C@@H](C)NC1=NC(=NC2=CC(=C(C=C12)OC)OC)C)OCCC N-[(1R)-1-(5'-chloro-2'-propoxybiphenyl-3-yl)ethyl]-6,7-dimethoxy-2-methylquinazolin-4-amine